ClC1=C(C=CC=C1F)[C@@H]([C@@H](CCC)NC(=O)C=1C=2CC(NC2C(=CC1)F)=O)O N-[(1R)-1-[(S)-(2-chloro-3-fluorophenyl)hydroxymethyl]butyl]-7-fluoro-2,3-dihydro-2-oxo-1H-indole-4-carboxamide